stearophenone C(CCCCCCCCCCCCCCCCC)(=O)C1=CC=CC=C1